C(C1=CC=CC=C1)N1S(CC(C2=C1C=CC=C2)CC(=O)O)(=O)=O 2-(1-Benzyl-2,2-dioxido-3,4-dihydro-1H-benzo[c][1,2]thiazin-4-yl)acetic acid